C(C)(C)(C)[C@]12N[C@@H](C[C@@]2(C1)C([2H])([2H])[2H])C(NC1=NC(=CC=C1C)Br)=O tert-butyl-(1R,3S,5R)-3-((6-bromo-3-methylpyridin-2-yl)carbamoyl)-5-(methyl-d3)-2-azabicyclo[3.1.0]Hexane